1-bromo-2-(difluoromethyl)-3-fluorobenzene BrC1=C(C(=CC=C1)F)C(F)F